C(C=C)(=O)N1[C@H](CN(C[C@H]1C)C1=NC(N2C3=C(C(=C(C=C13)C(F)(F)F)C1=C(C=C(C=C1)F)F)SC[C@@H]2COC([2H])([2H])[2H])=O)C (3S,10S)-7-((3S,5R)-4-acryloyl-3,5-dimethylpiperazin-1-yl)-10-(2,4-difluorophenyl)-3-((methoxy-d3)methyl)-9-(trifluoromethyl)-2,3-dihydro-5H-[1,4]thiazino[2,3,4-ij]quinazolin-5-one